COC(=O)C1=CC(=NC=C1OC)Br 2-bromo-5-methoxypyridine-4-carboxylic acid methyl ester